C(C)(=O)N[C@@H]1[C@H](C[C@@](O[C@H]1[C@@H]([C@@H](CO)O)O)(C(=O)O)OC1=CC2=C(N=C(S2)C=2SCCN2)C=C1)O (S)-2-(6-(((2S,4S,5R,6R)-5-acetamido-2-carboxy-4-hydroxy-6-((1R,2R)-1,2,3-trihydroxypropyl)tetrahydro-2H-pyran-2-yl)oxy)benzo[d]thiazol-2-yl)-4,5-dihydrothiazole